3-(4-benzoylphenoxy)octyl acrylate C(C=C)(=O)OCCC(CCCCC)OC1=CC=C(C=C1)C(C1=CC=CC=C1)=O